(S)-Benzyl 5-(4-methylphenylsulfonamido)-6-(4-morpholinophenylamino)-6-oxohexylcarbamate CC1=CC=C(C=C1)S(=O)(=O)N[C@@H](CCCCNC(OCC1=CC=CC=C1)=O)C(=O)NC1=CC=C(C=C1)N1CCOCC1